(S)-4-(1-(2-(3,5-difluorobenzyl)-4,7-dihydro-5H-thieno[2,3-c]pyran-3-carboxamido)ethyl)benzoic acid FC=1C=C(CC2=C(C3=C(COCC3)S2)C(=O)N[C@@H](C)C2=CC=C(C(=O)O)C=C2)C=C(C1)F